(6S)-6,7-difluoro-N-(2-(methylamino)-4-((4-(trifluoromethyl)benzyl)amino)phenyl)heptanamide F[C@@H](CCCCC(=O)NC1=C(C=C(C=C1)NCC1=CC=C(C=C1)C(F)(F)F)NC)CF